C1(CC1)NC1=NC=C(C(=N1)N[C@H]1C[C@H]([C@@H](CC1)C)O)C(=O)N 2-(cyclopropylamino)-4-((1R,3R,4R)-3-hydroxy-4-methylcyclohexylamino)pyrimidine-5-carboxamide